BrC=1C=C2C=C(C(=NC2=CC1)OC)C(C(CCN(C)C)(O)C1=CC(=NC(=C1)OC)OC)C1=CC(=NC(=C1)OC)N(C)C 1-(6-bromo-2-methoxyquinolin-3-yl)-2-(2,6-dimethoxypyridin-4-yl)-4-(dimethylamino)-1-(2-(dimethylamino)-6-methoxypyridin-4-yl)butan-2-ol